1-phenylquinoxaline-2(1H)-one C1(=CC=CC=C1)N1C(C=NC2=CC=CC=C12)=O